[Si](C)(C)(C(C)(C)C)O[C@H]1[C@@H]([C@@H]2[C@@H](OC(C2)=O)C1)CO (3ar,4s,5r,6as)-5-((tert-butyldimethylsilyl)oxy)-4-(hydroxymethyl)hexahydro-2H-cyclopenta[b]furan-2-one